1-Boc-3,3-dimethyl-piperazine C(=O)(OC(C)(C)C)N1CC(NCC1)(C)C